6-[(3aR,7aS)-6-methyl-3,3a,4,5,7,7a-hexahydro-2H-pyrrolo[2,3-c]pyridin-1-yl]-3-[2-hydroxy-4-(trifluoromethoxy)phenyl]-4-methyl-1,2,4-triazin-5-one CN1C[C@@H]2[C@H](CC1)CCN2C=2C(N(C(=NN2)C2=C(C=C(C=C2)OC(F)(F)F)O)C)=O